tert-butyl-3-[(7-bromo-2-chloro-quinazolin-4-yl)-methyl-amino]-2-(methoxymethyl)pyrrolidine-1-carboxylate C(C)(C)(C)OC(=O)N1C(C(CC1)N(C)C1=NC(=NC2=CC(=CC=C12)Br)Cl)COC